COC=1C(NC(N(C1)C=1C=NN2C1C=C(C=C2)C[C@H]2C[C@@H](N(CC2)C(=O)OC(C)(C)C)C)=O)=O tert-butyl (2s,4r)-4-((3-(5-methoxy-2,4-dioxo-3,4-dihydropyrimidin-1(2H)-yl) pyrazolo[1,5-a]pyridin-5-yl) methyl)-2-methylpiperidine-1-carboxylate